trans-2-(6-(4-ethylphenoxy)pyridin-3-yl)cyclopropylamine C(C)C1=CC=C(OC2=CC=C(C=N2)[C@H]2[C@@H](C2)N)C=C1